(2S,4r)-1-[(2S)-2-(4-cyclopropyl-triazol-1-yl)-3,3-dimethyl-butyryl]-4-hydroxy-N-(5-oxopyrrolidin-3-yl)pyrrolidine-2-carboxamide C1(CC1)C=1N=NN(C1)[C@H](C(=O)N1[C@@H](C[C@H](C1)O)C(=O)NC1CNC(C1)=O)C(C)(C)C